BrC=1C=C(C=C(C1)C(C)(C)O)S(=O)(=O)N(CC1=CC=C(C=C1)OC)CC1=CC=C(C=C1)OC 3-bromo-5-(2-hydroxypropan-2-yl)-N,N-bis(4-methoxybenzyl)-benzenesulfonamide